6-fluoro-2-methoxy-3-methyl-4-[(1H-pyrazol-1-yl)methyl]benzonitrile FC1=CC(=C(C(=C1C#N)OC)C)CN1N=CC=C1